methyl 5-amino-9-chloro-2-(pyridin-2-yl)-7-(2-(4-(pyrimidin-2-yl)piperazin-1-yl)ethyl)-7H-pyrrolo[3,2-e][1,2,4]triazolo[1,5-c]pyrimidine-8-carboxylate NC1=NC2=C(C=3N1N=C(N3)C3=NC=CC=C3)C(=C(N2CCN2CCN(CC2)C2=NC=CC=N2)C(=O)OC)Cl